[Si](C)(C)(C(C)(C)C)OCC1=CC=C(C=C1)N1C(=NC=2C1=NC(=CC2)C2=NC=CC(=C2)OC)C=2C(=NC=CC2)N 3-(3-(4-(((tert-butyldimethylsilyl)oxy)methyl)phenyl)-5-(4-methoxypyridin-2-yl)-3H-imidazo[4,5-b]pyridin-2-yl)pyridin-2-amine